4-[(3S)-3-[6-(difluoromethyl)pyridin-3-yl]-1,2-oxazolidin-2-yl]-3,3-dimethyl-4-oxobutanenitrile FC(C1=CC=C(C=N1)[C@H]1N(OCC1)C(C(CC#N)(C)C)=O)F